CNC(C1=C(C=C(C=C1)[N+](=O)[O-])C)=O N,2-dimethyl-4-nitro-benzamide